1-(5-((5-chloro-4-(3-(trifluoromethyl)piperidin-1-yl)pyrimidin-2-yl)amino)pyridin-3-yl)pyrrolidin-2-one ClC=1C(=NC(=NC1)NC=1C=C(C=NC1)N1C(CCC1)=O)N1CC(CCC1)C(F)(F)F